C1(CCC1)CN(C(=O)OCC1=C(C=NN1C)C1=NC=C(C(=N1)C)OC1CCCCC1)C (1S,3S)-3-((2-(5-((((Cyclobutylmethyl)(methyl)carbamoyl)oxy)methyl)-1-methyl-1H-pyrazol-4-yl)-4-methylpyrimidin-5-yl)oxy)cyclohexan